N-(3-(1,1-difluoropropyl)phenyl)-1-(3-(2,6-dimethylpyridin-4-yl)-4-methoxyphenyl)-3-methyl-5-oxo-4,5-dihydro-1H-pyrazole-4-carboxamide FC(CC)(F)C=1C=C(C=CC1)NC(=O)C1C(=NN(C1=O)C1=CC(=C(C=C1)OC)C1=CC(=NC(=C1)C)C)C